4-methylthio-4'-phenylthiobenzophenone CSC1=CC=C(C(=S)C2=CC=C(C=C2)C2=CC=CC=C2)C=C1